3-(4-(cyclobutylmethylcarbamoyl)-3-methoxy-phenyl)-5-methyl-4-(2-methyl-4-nitro-phenyl)-1H-pyrrole-2-carboxylic acid C1(CCC1)CNC(=O)C1=C(C=C(C=C1)C1=C(NC(=C1C1=C(C=C(C=C1)[N+](=O)[O-])C)C)C(=O)O)OC